3-(4-amino-7-(4-(hydroxymethyl)-2-methyloxazol-5-yl)-2-(pyridin-2-ylmethyl)-2H-[1,2,3]triazolo[4,5-c]pyridin-6-yl)-2-fluorobenzonitrile NC1=NC(=C(C=2C1=NN(N2)CC2=NC=CC=C2)C2=C(N=C(O2)C)CO)C=2C(=C(C#N)C=CC2)F